FC(C1=CC(=NN1CC(=O)N1CCOCC1)C1=NC(=NO1)C1(CC1)C1=C(C=CC=C1)C)F 2-[5-(difluoromethyl)-3-[3-[1-(o-tolyl)cyclopropyl]-1,2,4-oxadiazol-5-yl]pyrazol-1-yl]-1-morpholinoethanone